C(C1=CC=CC=C1)OC=1C=NC(=NC1)N1C[C@H](N([C@H](C1)C)C(=O)Cl)C (2R,6S)-4-[5-(benzyloxy)pyrimidin-2-yl]-2,6-dimethylpiperazine-1-carbonyl chloride